pyridinimine nickel [Ni].N1C(C=CC=C1)=N